2-chloro-5-methyl-5,7-dihydropyrrolo[3,4-b]Pyridine-6-carboxylic acid tert-butyl ester C(C)(C)(C)OC(=O)N1CC2=NC(=CC=C2C1C)Cl